C(C)OC1=CC=C(C=C1)CCO 2-(4-ethoxyphenyl)ethan-1-ol